C(CCCCCCC\C=C/C\C=C/CCCCC)(=O)OCC(COC(CCC(OCCCC1CCCCC1)OCCCC1CCCCC1)=O)CO 3-((4,4-bis(3-cyclohexylpropoxy)butanoyl)oxy)-2-(hydroxymethyl)propyl (9Z,12Z)-octadeca-9,12-dienoate